BrC1=CC=C(C=C1)C(C=1C(OC=CC1O)=O)C1=CC=CC=C1 3-((4-bromophenyl)(phenyl)methyl)-4-hydroxy-2H-pyran-2-one